C(C)C(CC(CCC)=C)CCCC 6-ethyl-4-methylenedecane